N1=CC(=CC=C1)COC1=CC=C(C=C1)CCCCO 4-(4-(pyridin-3-ylmethoxy)phenyl)butan-1-ol